C(C)(C)N1[C@H](CCC1)CC(=O)NC=1C=C(C(=NC1)C)NC(=O)C=1C=NN2C1SC(=C2)C=2C=NN(C2)CCOC (R)-N-(5-(2-(1-isopropylpyrrolidin-2-yl)acetamido)-2-methylpyridin-3-yl)-2-(1-(2-methoxyethyl)-1H-pyrazol-4-yl)pyrazolo[5,1-b]Thiazole-7-carboxamide